S1C2=C(C(=C1)C=1C=C3CCN(CC3=CC1)C(=O)NC1=CNC3=CC=CC=C13)C=CC=C2 6-(benzo[b]thiophen-3-yl)-N-(1H-indol-3-yl)-3,4-dihydroisoquinoline-2(1H)-carboxamide